N-[3-(6-methyl-7-oxo-1H-pyrrolo[2,3-c]pyridin-4-yl)-4-[3-[2-(4-piperidyloxy)ethoxy]phenoxy]phenyl]methanesulfonamide CN1C(C2=C(C(=C1)C=1C=C(C=CC1OC1=CC(=CC=C1)OCCOC1CCNCC1)NS(=O)(=O)C)C=CN2)=O